ClC1=C(C=CC=C1C1=C(C(=NC=C1)C1=CC(=C(C=C1)C=O)OC)Cl)NC(=O)C=1N(C2=C(CN(CC2)CCCC(F)(F)F)N1)C N-(2-chloro-3-(3-chloro-2-(4-formyl-3-methoxyphenyl)pyridin-4-yl)phenyl)-1-methyl-5-(4,4,4-trifluorobutyl)-4,5,6,7-tetrahydro-1H-imidazo[4,5-c]pyridine-2-carboxamide